1-(5-chloro-2-hydroxy-3-methylphenyl)ethanone ClC=1C=C(C(=C(C1)C(C)=O)O)C